C(CCC)C1CC2=C(N(C3=C(C=CC=C23)C(=O)O)CC2=CC(=CC=C2)C(N)=O)C1 2-butyl-4-[(3-carbamoylphenyl)methyl]-1H,2H,3H,4H-cyclopenta[b]indole-5-carboxylic acid